2-(4-((1R,5S)-3,8-diazabicyclo[3.2.1]octan-3-yl)-8-fluoro-2-(((2R,7aS)-2-fluorotetrahydro-1H-pyrrolizin-7a(5H)-yl)methoxy)quinazolin-7-yl)-1,1a,6,6a-tetrahydrocyclopropa[a]inden-4-ol [C@H]12CN(C[C@H](CC1)N2)C2=NC(=NC1=C(C(=CC=C21)C2=CC(=CC=1CC3C(C21)C3)O)F)OC[C@]32CCCN2C[C@@H](C3)F